2-(bis(tert-butoxycarbonyl)amino)pyrimidine-5-carboxylic acid C(C)(C)(C)OC(=O)N(C1=NC=C(C=N1)C(=O)O)C(=O)OC(C)(C)C